C1(CCC1)C1CC2(C1)N(C(N(C2=O)C2=CN=CC1=CC=CC=C21)=O)CC 2-cyclobutyl-5-ethyl-7-(isoquinolin-4-yl)-5,7-diazaspiro[3.4]octane-6,8-dione